C(CCC)C(CO)(C(CCCCCCCCC)O)CCCCCCCCCC 2-butyl-2-decyl-1,3-dodecanediol